8-[2-[(2S)-2-methylazetidin-1-yl]-6,7-dihydro-5H-cyclopenta[d]pyrimidin-4-yl]-1,2,3,4-tetrahydro-1,4-benzodiazepin-5-one C[C@@H]1N(CC1)C=1N=C(C2=C(N1)CCC2)C2=CC1=C(C(NCCN1)=O)C=C2